NCC(C)(C)N(C)C (2-amino-1,1-dimethylethyl)dimethylamine